5-[4-{[(2S)-1-hydroxybutan-2-yl]amino}-3-(trifluoromethyl)phenyl]-3,6-dihydro-2H-1,3,4-oxadiazin-2-one OC[C@H](CC)NC1=C(C=C(C=C1)C1=NNC(OC1)=O)C(F)(F)F